C(CCCCCCCCCCCCCCCCCCCCCC)(=O)NCCS(=O)(=O)O N-tricosanoyl-taurine